N-(3-((1H-indazol-3-yl)methyl)-4-oxo-3,4-dihydroquinazolin-5-yl)-3,5-dichloro-4-hydroxybenzamide N1N=C(C2=CC=CC=C12)CN1C=NC2=CC=CC(=C2C1=O)NC(C1=CC(=C(C(=C1)Cl)O)Cl)=O